OC(COC(CCCCCCC\C=C/CCCCCCCC)=O)COP(=O)(O)O oleic acid 2-hydroxy-3-phosphonooxypropyl ester